ClC1=CC=C(C=C1)N(C(OCC1CCC(CC1)CCSC1=NNC(N1)=O)=O)C1=CC=CC=C1 ((1s,4s)-4-(2-((5-Oxo-4,5-dihydro-1H-1,2,4-triazol-3-yl)thio)ethyl)cyclohexyl)methyl (4-chlorophenyl)(phenyl)carbamate